4-(2-((2-(3,4-dimethoxyphenyl)-3-isopropyl-1H-indol-5-yl)oxy)ethyl)morpholine COC=1C=C(C=CC1OC)C=1NC2=CC=C(C=C2C1C(C)C)OCCN1CCOCC1